tert-butyl 2-(1,3-dimethyl-1H-indazol-7-yl)-2-(3-(5-(5,6,7,8-tetrahydro-1,8-naphthyridin-2-yl)pentyloxy)azetidin-1-yl)acetate CN1N=C(C2=CC=CC(=C12)C(C(=O)OC(C)(C)C)N1CC(C1)OCCCCCC1=NC=2NCCCC2C=C1)C